3-chloro-1,2,4-triazin-5-ol ClC=1N=NC=C(N1)O